FC(OC1=CC=C(C=C1)C1=CN=C2N1C=CN=C2NC2=CC(=C(C(=O)NCCNC(=O)N1CCNCC1)C=C2)C)F N-[2-[[4-[[3-[4-(difluoromethoxy)phenyl]imidazo[1,2-a]pyrazin-8-yl]amino]-2-methylbenzoyl]amino]ethyl]piperazine-1-carboxamide